FC1=C(C(=C(C(=C1F)F)F)F)C1=CC(=C(C=C1F)O)C(=O)OC methyl 2',3',4',5',6,6'-hexafluoro-4-hydroxy-[1,1'-biphenyl]-3-carboxylate